2-(3-bromophenoxy)-9-(4-(2-phenylpropane-2-yl)pyridine-2-yl)-9H-carbazole BrC=1C=C(OC2=CC=3N(C4=CC=CC=C4C3C=C2)C2=NC=CC(=C2)C(C)(C)C2=CC=CC=C2)C=CC1